[5-(4-hexyloxy-1,2,5-thiadiazol-3-yl)-1-methyl-3,6-dihydro-2H-pyridin-1-ium-1-yl]methyl butanoate chloride [Cl-].C(CCC)(=O)OC[N+]1(CCC=C(C1)C1=NSN=C1OCCCCCC)C